(Z)-2-(1-methyl-2-(4-(trifluoromethyl)benzylidene)hydrazinyl)-4,6-diphenylpyrimidine CN(\N=C/C1=CC=C(C=C1)C(F)(F)F)C1=NC(=CC(=N1)C1=CC=CC=C1)C1=CC=CC=C1